N-[5-[4-[[4-methyl-5-[2-(4-methylpiperazin-1-yl)ethoxy]pyrimidin-2-yl]amino]cyclohexoxy]-7-morpholino-1,6-naphthyridin-3-yl]methanesulfonamide CC1=NC(=NC=C1OCCN1CCN(CC1)C)NC1CCC(CC1)OC1=C2C=C(C=NC2=CC(=N1)N1CCOCC1)NS(=O)(=O)C